3-(4-(4-(1-(4-(4-chlorophenoxy)phenyl)-2-propyl-1H-imidazol-4-yl)piperidin-1-yl)butyl)-1H-indole-5-carbonitrile ClC1=CC=C(OC2=CC=C(C=C2)N2C(=NC(=C2)C2CCN(CC2)CCCCC2=CNC3=CC=C(C=C23)C#N)CCC)C=C1